1-(5-(4-(tert-butoxy)phenyl)-1H-indol-3-yl)-3-(4-(trifluoromethyl)phenyl)urea C(C)(C)(C)OC1=CC=C(C=C1)C=1C=C2C(=CNC2=CC1)NC(=O)NC1=CC=C(C=C1)C(F)(F)F